C(C1=CC=CC=C1)N1[C@H](CN(CC1)C(=O)OC(C)(C)C)CCO tert-butyl (3S)-4-benzyl-3-(2-hydroxyethyl)piperazine-1-carboxylate